N-(2,6-dimethylphenyl)thiourea CC1=C(C(=CC=C1)C)NC(=S)N